COC=1C=C2C(=CC=NC2=CC1OC)NC1=CC=C(C=C1)NC(=O)NC1=C(C=CC=C1)F 1-(4-((6,7-dimethoxyquinolin-4-yl)amino)phenyl)-3-(2-fluorophenyl)urea